tetradecyl 3-(2,2,4,4-tetramethyl-21-oxo-7-oxa-3,20-diazadispiro(5.1.11.2)henicosan-20-yl)propionate CC1(CC2(CC(N1)(C)C)OC1(CCCCCCCCCCC1)N(C2=O)CCC(=O)OCCCCCCCCCCCCCC)C